C(C)(C)C1=NN(C(C=2N1C1=C(C2)C=CS1)=C=O)CC(=O)O 2-(8-isopropyl-5-carbonylthieno[3',2':4,5]pyrrolo[1,2-d][1,2,4]triazin-6(5H)-yl)acetic acid